FC1[C@@H]2CC[C@H](C[C@H]1C(=C)C1=CC=C(N=N1)C1=C(C=C(C=C1)C1=NC(N(C=N1)C)=O)O)N2 4-(4-(6-(1-((1S,4R,3S,5R)-2-fluoro-8-azabicyclo[3.2.1]octan-3-yl)vinyl)pyridazin-3-yl)-3-hydroxyphenyl)-1-methyl-1,3,5-triazin-2(1H)-one